ClC1=NC2=CC=CC=C2C(=N1)NCC1=NC=CN=C1 2-chloro-N-(pyrazin-2-ylmethyl)quinazolin-4-amine